iridium(1+) hexafluorophosphate F[P-](F)(F)(F)(F)F.[Ir+]